p-Aminosalicylate NC=1C=C(C(C(=O)[O-])=CC1)O